N-(6-tert-butyl-3-pyridyl)-1,1-diphenyl-methanimine C(C)(C)(C)C1=CC=C(C=N1)N=C(C1=CC=CC=C1)C1=CC=CC=C1